(2',2'-difluoroethoxy)-6-trifluoromethylthiophenol FC(COC1=C(C(=CC=C1)C(F)(F)F)S)F